(7S)-2-chloro-8-methyl-7-propyl-7,8-dihydropteridin-6(5H)-one ClC1=NC=2N([C@H](C(NC2C=N1)=O)CCC)C